C(CCCCCCC\C=C/CCCCCCCC)OCCOCCO 2-[2-[(Z)-octadec-9-enoxy]ethoxy]ethanol